1-(2-chloro-4-nitrophenyl)-4,4,4-trifluorobutane-1,3-dione ClC1=C(C=CC(=C1)[N+](=O)[O-])C(CC(C(F)(F)F)=O)=O